FC1=C(C(=C(C=C1OC)OC)F)C1=CC2=C(N=C(N=C2)N[C@@H]2COCC[C@@H]2NC(C=C)=O)C(=N1)NC1CCN(CC1)C N-((3S,4S)-3-((6-(2,6-difluoro-3,5-dimethoxyphenyl)-8-((1-methylpiperidin-4-yl)amino)pyrido[3,4-d]pyrimidin-2-yl)amino)tetrahydro-2H-pyran-4-yl)acrylamide